methyl (2R)-2-{[(benzyloxy)carbonyl]amino}-3-(1-methoxynaphthalen-2-yl)propanoate C(C1=CC=CC=C1)OC(=O)N[C@@H](C(=O)OC)CC1=C(C2=CC=CC=C2C=C1)OC